1-(Pyridin-3-yl)-3-(1-(5-(trifluoromethyl)pyridin-2-yl)piperidin-4-yl)thiourea N1=CC(=CC=C1)NC(=S)NC1CCN(CC1)C1=NC=C(C=C1)C(F)(F)F